ClC=1C=C(C=CC1Cl)N1CN=CC2=C1C1CCC(C2)N1 (5S,8R)-N-(3,4-dichlorophenyl)-6,7,8,9-tetrahydro-5H-6,9-epiminocyclohepta[d]pyrimidine